3,8-dichloro-imidazo[1,2-a]pyridine-7-thiol ClC1=CN=C2N1C=CC(=C2Cl)S